COC=1C=C(OC2=CC=C(C=N2)N2C3=NC(=NC=C3NC2=O)C)C=CC1 9-[6-(3-methoxyphenoxy)-3-pyridinyl]-2-methyl-7H-purin-8-one